C12(CC(C1)C2)N2[C@@H](C=1NC3=CC=CC=C3C1C[C@H]2C)C2=C(C=C(C=C2OC)NC2CN(C2)CCCF)F N-(4-((1R,3R)-2-(bicyclo[1.1.1]pentan-1-yl)-3-methyl-2,3,4,9-tetrahydro-1H-pyrido[3,4-b]indol-1-yl)-3-fluoro-5-methoxyphenyl)-1-(3-fluoropropyl)azetidin-3-amine